CC=1N=C(NC1C)C1=CC=CC(=N1)N1CCNCCC1 1-[6-(4,5-Dimethyl-1H-imidazol-2-yl)pyridin-2-yl]-1,4-diazepane